2,6-dimethylphenyl-1,4-dihydroxynaphthalen-2-yl-phenylphosphinate CC1=C(C(=CC=C1)C)C1=C(C=CC=C1)P([O-])(=O)C1=C(C2=CC=CC=C2C(=C1)O)O